OC1=C(C(NC=2C3=NC(=C(C=C3CC(C12)C(C)C)OCCCOC)OC)=O)C(=O)O 4-hydroxy-5-isopropyl-9-methoxy-8-(3-methoxypropoxy)-2-oxo-1,2,5,6-tetrahydro-1,10-phenanthroline-3-carboxylic acid